C(C)C1=CC2=C(C(C=3NC4=CC(=CC=C4C3C2=O)C#CCO)(C)C)C=C1N1CCNCC1 9-Ethyl-3-(3-hydroxyprop-1-yn-1-yl)-6,6-dimethyl-8-(piperazin-1-yl)-5H-benzo[b]carbazole-11(6H)-one